C(CCCCCCC)(=O)OCCCCCCCCCCCCCCCCCC Octanoic acid, octadecyl ester